tert-butyl 2-(2-(tert-butoxy)-2-oxoethyl)-2,3-dihydro-1H-indene-2-carboxylate C(C)(C)(C)OC(CC1(CC2=CC=CC=C2C1)C(=O)OC(C)(C)C)=O